1-{5-[(2,6-dichlorophenyl)methoxy]pyrimidin-2-yl}-1,4-diazepan-6-ol ClC1=C(C(=CC=C1)Cl)COC=1C=NC(=NC1)N1CCNCC(C1)O